NCCOCCNC(=O)C1=C(C=C(C=C1)NC(=O)C=1N(C(=CN1)C1=C(C(=C(C=C1)OCC(=O)N)F)F)C)CC N-[4-[2-(2-Aminoethoxy)ethylcarbamoyl]-3-ethylphenyl]-5-[4-(2-amino-2-oxoethoxy)-2,3-difluorophenyl]-1-methylimidazol-2-carboxamid